tert-butyl-3-(6-chloropyridin-3-yl)piperidine-1-carboxylate C(C)(C)(C)OC(=O)N1CC(CCC1)C=1C=NC(=CC1)Cl